(2S,4R)-1-[(2S)-2-(4-cyclopropyltriazol-1-yl)-3,3-dimethyl-butanoyl]-4-hydroxy-N-[2-[(1-methyl-4-piperidyl)amino]-2-oxo-ethyl]pyrrolidine-2-carboxamide C1(CC1)C=1N=NN(C1)[C@H](C(=O)N1[C@@H](C[C@H](C1)O)C(=O)NCC(=O)NC1CCN(CC1)C)C(C)(C)C